(S)-2-(5-(2-((2,3-dihydro-1H-inden-2-yl)amino)-5,6,7,8-tetrahydroquinazolin-6-yl)-1,3,4-oxadiazol-2-yl)-1-(3,4,6,7-tetrahydro-5H-[1,2,3]triazolo[4,5-c]pyridin-5-yl)ethan-1-one C1C(CC2=CC=CC=C12)NC1=NC=2CC[C@@H](CC2C=N1)C1=NN=C(O1)CC(=O)N1CC2=C(CC1)N=NN2